O[C@]1(CC[C@H]2[C@@H]3C=CC4=CC(CC[C@@]4([C@H]3CC[C@]12C)C)=O)CCC(=O)[O-].[K+] potassium 3-[(8R,9S,10R,13S,14S,17R)-17-hydroxy-10,13-dimethyl-3-oxo-2,8,9,11,12,14,15,16-octahydro-1H-cyclopenta[a]phenanthren-17-yl]propanoate